5-(2-amino-[1,2,4]triazolo[1,5-a]pyridin-7-yl)-N-(2-fluoro-6-(2,2,2-trifluoroethoxy)benzyl)-2-methylnicotinamide NC1=NN2C(C=C(C=C2)C=2C=NC(=C(C(=O)NCC3=C(C=CC=C3OCC(F)(F)F)F)C2)C)=N1